FC(C1=C(C=NN1)C=1C=C(C=CC1)C=O)(F)F [3-[5-(trifluoromethyl)-1H-pyrazol-4-yl]phenyl]methanone